1-(1-bromo-4-methoxynaphthalen-2-yl)-2-hydroxyethan-1-one BrC1=C(C=C(C2=CC=CC=C12)OC)C(CO)=O